1-ethylpropyl [2-ethylbutyrate] C(C)C(C(=O)OC(CC)CC)CC